ethyl-2-[6-(phenylmethoxy) nicotinoylamino]-5,5-dimethyl-3-hexenoate C(C)OC(C(C=CC(C)(C)C)NC(C1=CN=C(C=C1)OCC1=CC=CC=C1)=O)=O